1-methyl-3-(3-methyl-2-cyclohexen-1-yl)oxycyclohexene CC1=CC(CCC1)OC1C=C(CCC1)C